4-(6-(6-((5-fluoro-6-methoxypyridin-3-yl)methyl)-3,6-diazabicyclo[3.1.1]heptan-3-yl)pyridin-3-yl)-6-hydroxypyrazolo[1,5-a]pyridin-3-carbonitrile FC=1C=C(C=NC1OC)CN1C2CN(CC1C2)C2=CC=C(C=N2)C=2C=1N(C=C(C2)O)N=CC1C#N